tert-butyl (1S,3R)-3-(3,7-dimethyl-2,6-dioxo-1-(4-(trifluoromethyl)benzyl)-2,3,6,7-tetrahydro-1H-purin-8-ylamino)cyclopentyl carbonate C(OC(C)(C)C)(O[C@@H]1C[C@@H](CC1)NC1=NC=2N(C(N(C(C2N1C)=O)CC1=CC=C(C=C1)C(F)(F)F)=O)C)=O